C(C1=CC=CC=C1)OC1CC(C1)(O[Si](C)(C)C(C)(C)C)C(F)(F)F [3-(benzyloxy)-1-(trifluoromethyl)cyclobutoxy](tert-butyl)dimethylsilane